ClC=1C=C(C=CC1Cl)B(O)O 3,4-Dichlorophenylboronic acid